methyl 5-((6-chloro-5-(4'-((2-(2-hydroxyethoxy)ethoxy)methyl)-[1,1'-biphenyl]-4-yl)-1H-benzo[d]imidazol-2-yl)oxy)-2-methylbenzoate ClC=1C(=CC2=C(NC(=N2)OC=2C=CC(=C(C(=O)OC)C2)C)C1)C1=CC=C(C=C1)C1=CC=C(C=C1)COCCOCCO